iridium(III) bis[(naphthyl)benzoxazole] C1(=CC=CC2=CC=CC=C12)C=1OC2=C(N1)C=CC=C2.C2(=CC=CC1=CC=CC=C21)C=2OC1=C(N2)C=CC=C1.[Ir+3]